N1=CC=C(C=C1)CCCCN 4-(4-pyridyl)butan-1-amine